tert-butyl 2-(3-chloro-5-(pyrimidin-2-yl)phenyl)-2-(cyclopropylamino)acetate ClC=1C=C(C=C(C1)C1=NC=CC=N1)C(C(=O)OC(C)(C)C)NC1CC1